(S) or (R)-N'-((2,3-dicyclopropyl-6,7-dihydro-5H-cyclopenta[b]pyridin-4-yl)carbamoyl)-1-ethyl-1H-pyrazole-3-sulfonimidamide C1(CC1)C1=C(C(=C2C(=N1)CCC2)NC(=O)N=[S@@](=O)(N)C2=NN(C=C2)CC)C2CC2 |o1:16|